FC(C(=O)O)(F)F.NC[C@H](C1=C(C(=CC=C1OCOCC[Si](C)(C)C)Cl)Cl)C(C(=O)OCC)C(=O)OCC 1,3-diethyl 2-[(1S)-2-amino-1-(2,3-dichloro-6-[[2-(trimethylsilyl)ethoxy]methoxy]phenyl)ethyl]propanedioate trifluoroacetic acid salt